C(CC)(=O)O.C(CO)(=O)OC methyl glycolate propionate